FC1=C(C(=CC=C1)F)C1=CC(=C(N=N1)C(=O)N)NC=1C=C2CNCC2=CC1 6-(2,6-Difluorophenyl)-4-(isoindoline-5-ylamino)pyridazine-3-carboxamide